CC1=NC(=CC(=C1)C=1C=2N(C(=NC1C=1OC=CN1)N)N=CN2)C 8-(2,6-dimethylpyridin-4-yl)-7-(1,3-oxazol-2-yl)-[1,2,4]Triazolo[1,5-c]Pyrimidin-5-amine